N1C[C@@H](OCC1)CO (R)-morpholine-2-methanol